2-(4-Chloro-3-fluoro-phenyl)-N-(6-fluoro-4-oxo-2-pyrrolidin-1-yl-4H-quinazolin-3-yl)-acetamide ClC1=C(C=C(C=C1)CC(=O)NN1C(=NC2=CC=C(C=C2C1=O)F)N1CCCC1)F